COCCOCCOCCN1C2=CC=CC=C2C=2C=C(C=CC12)C=O 9-(2-(2-(2-methoxyethoxy)ethoxy)ethyl)-9H-carbazole-3-carbaldehyde